N=1C=NN2C1C=C(C=C2)C2=CC=C(C=C2)CC(=O)NC2=CC=C(C=C2)C(F)(F)F 2-[4-([1,2,4]Triazolo[1,5-a]pyridin-7-yl)phenyl]-N-[4-(trifluoromethyl)phenyl]acetamide